NCCNCCC[Si](C)(C)C N-(beta-aminoethyl)-gamma-aminopropyltrimethylsilane